FC=1C=C2C(C(=CN(C2=NC1N1CC2(COC2)C1)C1=C(C=C(C=C1F)F)F)C(=O)NC(C(C(F)(F)F)(F)F)CC)=O 6-fluoro-7-(2-oxa-6-azaspiro[3.3]hept-6-yl)-4-oxo-N-[1,1,1,2,2-pentafluoropent-3-yl]-1-(2,4,6-trifluorophenyl)-1,4-dihydro-1,8-naphthyridine-3-carboxamide